C(C1=CC=CC=C1)NC(=O)O[C@H]1[C@H](N(C[C@@H]1OC(=O)OC(C)(C)C)C(=O)OC(C)(C)C)CC1=CC=C(C=C1)OS(=O)(=O)C(F)(F)F tert-butyl (2R,3S,4S)-3-[(benzylcarbamoyl)oxy]-4-[(tert-butoxycarbonyl)oxy]-2-{[4-(trifluoromethanesulfonyloxy)phenyl]methyl}pyrrolidine-1-carboxylate